C(C1=CC=CC=C1)(=O)[C@H]1[C@@H](C12C(C1=CC=CC=C1C2=O)=O)C2=CC=CC1=CC=CC=C21 (2S,3R)-2-benzoyl-3-(naphthalen-1-yl)spiro[cyclopropane-1,2'-indene]-1',3'-dione